FC(F)(F)N1CCCCC1 (trifluoromethyl)piperidin